FC1=C(C(=O)O)C=CC(=C1)NC(=O)C1=CC=C2CCCN(C2=C1)S(=O)(=O)C1=CC(=CC=C1)C(F)(F)F 2-Fluoro-4-{[1-(3-trifluoromethyl-benzenesulfonyl)-1,2,3,4-tetrahydro-quinoline-7-carbonyl]-amino}-benzoic acid